2-[2-[2-[2-(2,3-dihexadecoxypropoxy)ethoxy]ethoxy]ethoxy]ethanamine C(CCCCCCCCCCCCCCC)OC(COCCOCCOCCOCCN)COCCCCCCCCCCCCCCCC